CC=1[N+](=CC2=CC=CC=C2C1)[O-] 3-methylisoquinoline 2-oxide